NC1=CC2=C(NC(C(O2)C2=CC=CC=C2)=O)C=C1 7-amino-2-phenyl-2H-1,4-benzoxazin-3(4H)-one